C(C)N1[C@@H]2CN[C@H](C1)C2 (1S,4S)-2-ethyl-2,5-diazabicyclo[2.2.1]Heptane